5-(7-fluoro-2-methyl-2H-indazol-5-yl)-2-{3-[(3S)-3-(propan-2-yl)piperazin-1-yl]-1,2,4-triazin-6-yl}phenol dihydrochloride Cl.Cl.FC1=CC(=CC2=CN(N=C12)C)C=1C=CC(=C(C1)O)C1=CN=C(N=N1)N1C[C@@H](NCC1)C(C)C